CN(C(CCCCC)=O)C N,N-Dimethyl-hexanamide